1-(4'-sulfophenyl)-5-pyrazolone S(=O)(=O)(O)C1=CC=C(C=C1)N1N=CCC1=O